perfluoro-2,3-dimethyl-1-pentene FC(=C(C(C(C(F)(F)F)(F)F)(C(F)(F)F)F)C(F)(F)F)F